FC=1C(=NC(=NC1)NC1=CC=C(C=C1)NC(=O)NC1=CC(=CC=C1)C)C=1C=NN(C1)C 1-(4-{[5-fluoro-4-(1-methylpyrazol-4-yl)pyrimidin-2-yl]amino}phenyl)-3-(3-methylphenyl)urea